(S)-2-(tert-Butoxycarbonylamino)pentane diamyl-phosphate Ethyl-3-((tert-butoxycarbonyl)amino)-4-formyl-1H-pyrrole-2-carboxylate C(C)OC(=O)C=1NC=C(C1NC(=O)OC(C)(C)C)C=O.C(CCCC)OP(=O)(OCCCCC)O.C(C)(C)(C)OC(=O)N[C@@H](C)CCC